FC1(CCC(CC1)NC1=NC(=CC(=N1)OC1CC(C1)O)N1N=C(C=C1)F)F 3-((2-((4,4-difluorocyclohexyl)amino)-6-(3-fluoro-1H-pyrazol-1-yl)pyrimidin-4-yl)oxy)cyclobutan-1-ol